3-[({[(2R,3S,11bR)-9,10-dimethoxy-3-(2-methylpropyl)-1H,2H,3H,4H,6H,7H,11bH-pyrido[2,1-a]isoquinolin-2-yl]methoxy}carbonyl)amino]-2-hydroxypropanoic acid COC=1C=C2CCN3[C@@H](C2=CC1OC)C[C@H]([C@@H](C3)CC(C)C)COC(=O)NCC(C(=O)O)O